C12(C(=CC=C3C4=CC=CC=C4C=C13)C1=NN=NC=C1)C=CC=C1C3=CC=CC=C3C=C12 Spirobifluorenyl-Triazin